(2-allylphenyl) acetate C(C)(=O)OC1=C(C=CC=C1)CC=C